NC1=NC2=C(C=CC=C2C(=N1)C(=O)NCC=1C=CC=C2C=CC=NC12)C#N 2-amino-8-cyano-N-(8-quinolylmethyl)quinazoline-4-carboxamide